O1CCN(CC1)CCN1N=C(C(=C1)C(=O)N)C(=O)N 1-(2-morpholinoethyl)-1H-pyrazole-3,4-dicarboxamide